COC=1C=C2[C@]3(C(NC2=CC1)=O)[C@@H](C3)C3=CC=C1C(=NNC1=C3)NC=3C=NN(C3)C (1r,2s)-5'-methoxy-2-{3-[(1-methylpyrazol-4-yl)amino]-1H-indazol-6-yl}-1'H-spiro[cyclopropan-1,3'-indol]-2'-one